methyl 2-chloro-5-(5-{[({[1-(4-chloro-3-fluorophenyl)-3-methyl-1H-1,2,4-triazol-5-yl]methyl}carbamoyl)amino]methyl}-3-methyl-1H-1,2,4-triazol-1-yl)benzoate ClC1=C(C(=O)OC)C=C(C=C1)N1N=C(N=C1CNC(NCC1=NC(=NN1C1=CC(=C(C=C1)Cl)F)C)=O)C